ClC1=C2C=NN(C2=C(C=C1)C(=O)NC1CC2(CCC2)C1)CC1=CC=C(C=C1)N1CC(CC1)(F)F 6-(4-chloro-1-(4-(3,3-difluoropyrrolidin-1-yl)benzyl)-1H-indazole-7-carboxamido)spiro[3.3]heptane